C1(CCCC1)N1C2=C(C(C3=CC(=CC=C13)Cl)=O)C1=CC3=C(C(N1C2)=O)COC([C@]3(O)CC)=O (S)-11-cyclopentyl-4-ethyl-4-hydroxy-8-chloro-1,12-dihydro-14H-pyrano[3',4':6,7]indolizino[2,1-b]quinoline-3,6,14(4H,11H)-trione